C1(=CC=CC=C1)C1(C2CC(CN(C2=CC=C1)C1=CC=C(C=C1)C(F)(F)F)N)N 5-phenyl-1-(4-(trifluoromethyl)phenyl)-1,2,3,4-tetrahydroquinoline-3,5-diamine